ClC=1C=C(CC2C(CCC2)OC(=O)N[C@H](C(=O)O)CC2CCCCC2)C=CC1 (2S)-2-((((2-(3-chlorobenzyl)cyclopentyl)oxy)carbonyl)amino)-3-cyclohexylpropanoic acid